BrC1=CC(=C(C(=O)NC2=CC(=C(C=C2)N2CCN(CC2)C(=O)OC(C)(C)C)C)C=C1)C tert-butyl 4-(4-(4-bromo-2-methylbenzamido)-2-methylphenyl)piperazine-1-carboxylate